C(C)(C)(C)C1=NN(C(=C1C(=O)O)OC1=CC(=CC=C1)Cl)C(F)F 3-(tert-butyl)-5-(3-chlorophenoxy)-1-(difluoromethyl)-1H-pyrazole-4-carboxylic acid